N1CCC12CN(C2)C=2C=CC=1N=CN=C(C1N2)NC=2C=NC(=CC2)C(F)(F)F 6-(1,6-Diazaspiro[3.3]heptan-6-yl)-N-(6-(trifluoromethyl)pyridin-3-yl)pyrido[3,2-d]pyrimidin-4-amine